4-(1-methylindol-3-yl)pyrazolo[1,5-a][1,3,5]triazine CN1C=C(C2=CC=CC=C12)C1=NC=NC=2N1N=CC2